C(C)C1=C(NC2=CC=C(C=C12)C1CCN(CC1)C1CCN(CC1)C(C)C)C=1C=C2C(=NC1)NN=C2 5-(3-ethyl-5-(1'-isopropyl-[1,4'-bipiperidin]-4-yl)-1H-indol-2-yl)-1H-pyrazolo[3,4-b]pyridine